(R)-2-(3-chloro-8-oxo-1,7-naphthyridin-7(8H)-yl)propanoic acid ClC=1C=NC=2C(N(C=CC2C1)[C@@H](C(=O)O)C)=O